3-(4-methylphenyl)acrolein CC1=CC=C(C=C1)C=CC=O